tert-butyl 2-(((5-(4-(2-methoxyphenyl)-6-methylpyridine-3-amido)-1,3,4-thiadiazol-2-yl)oxy)methyl)-7,8-dihydro-5H-1,6-naphthyridine-6-carboxylate COC1=C(C=CC=C1)C1=C(C=NC(=C1)C)C(=O)NC1=NN=C(S1)OCC1=NC=2CCN(CC2C=C1)C(=O)OC(C)(C)C